CC1=CC2=C(NC(NS2(=O)=O)=O)C=C1 7-methyl-2H-benzo[e][1,2,4]thiadiazin-3(4H)-one 1,1-dioxide